C(C)(=O)OC=1C=C(C(=O)O)C=C(C1OC(C)=O)OC(C)=O 3,4,5-triacetoxybenzoic acid